N[C@]1(CS(CC1)(=O)=O)C1=CC=C(C=C1)C=1C2=C(N=C(N1)N1[C@H]([C@@H](C1)O)C)C(CC2)(F)F (S)-3-amino-3-(4-(7,7-difluoro-2-((2S,3R)-3-hydroxy-2-methylazetidin-1-yl)-6,7-dihydro-5H-cyclopenta[d]pyrimidin-4-yl)phenyl)tetrahydrothiophene 1,1-dioxide